N-(4-(2,5-dimethyloxazol-4-yl)-2-methoxyphenyl)-8-(3-methoxy-3-methylazetidin-1-yl)-6-methylpyrido[3,4-d]pyrimidin-2-amine CC=1OC(=C(N1)C1=CC(=C(C=C1)NC=1N=CC2=C(N1)C(=NC(=C2)C)N2CC(C2)(C)OC)OC)C